N=1C=NN2C1C=CC(=C2)C2=CC=C1C(CN(CC1=C2)C(=O)OC(C)(C)C)C2=CC(=C(C=C2)Cl)Cl tert-butyl 7-([1,2,4]triazolo[1,5-a]pyridin-6-yl)-4-(3,4-dichlorophenyl)-3,4-dihydroisoquinoline-2(1H)-carboxylate